C1(C(C(C(C(C1[2H])([2H])[2H])([2H])[2H])([2H])[2H])([2H])[2H])([2H])C1=C(C(=C(C=C1)C1=CC=CC=2[Se]C3=C(C21)C=CC=C3)C3=NN=NC=C3)C3(C(C(C(C(C3[2H])([2H])[2H])([2H])[2H])([2H])[2H])([2H])[2H])[2H] [(diphenyl-d10)triazinylphenyl]dibenzoselenophene